CC=1C=C2C(C=C(OC2=C(C1)C(C)NC1=C(C(=O)O)C=CC=C1)C1=CC=C2CC(NC2=C1)=O)=O 2-[1-[6-Methyl-4-oxo-2-(2-oxoindolin-6-yl)chromen-8-yl]ethylamino]benzoic acid